CC(C(=O)O)CCC 2-Methylvaleric acid